C(C)(C)(C)OC(=O)NC1CC(C1)NC=1C=CC=C2C=C(NC12)C(=O)OCC ethyl 7-[[3-(tert-butoxycarbonylamino) cyclobutyl] amino]-1H-indole-2-carboxylate